C(C)(=O)C1=NN(C2=CC=C(C=C12)C=1C=NC(=NC1)C)CC(=O)N1[C@@H](C[C@H](C1)F)C(=O)NC=1C=C(C(=O)OC)C=C(N1)Cl methyl 2-((2S,4R)-1-(2-(3-acetyl-5-(2-methylpyrimidin-5-yl)-1H-indazol-1-yl) acetyl)-4-fluoropyrrolidine-2-carboxamido)-6-chloroisonicotinate